rac-(2r,3s,4s,5r)-3-(3,4-difluoro-2-methoxyphenyl)-4,5-dimethyl-N-(2-(methylsulfonyl)pyridin-4-yl)-5-(trifluoromethyl)tetrahydrofuran-2-carboxamide FC=1C(=C(C=CC1F)[C@H]1[C@@H](O[C@]([C@H]1C)(C(F)(F)F)C)C(=O)NC1=CC(=NC=C1)S(=O)(=O)C)OC |r|